3-methyl-N,N-dipropylaniline CC=1C=C(N(CCC)CCC)C=CC1